Ethyl (S)-3-(6-Fluoro-2',6'-dimethylbiphenyl-3-yl)-3-(3-(4-hydroxy-1-methyl-2-oxo-1,2-dihydropyridin-3-yl)ureido)propanoat FC1=CC=C(C=C1C1=C(C=CC=C1C)C)[C@H](CC(=O)OCC)NC(=O)NC=1C(N(C=CC1O)C)=O